C(C1=C(C=C(N)C=C1)C#CC1=CC=CC=C1)C1=C(C=C(N)C=C1)C#CC1=CC=CC=C1 4,4'-methylenebis(3-(phenylethynyl)aniline)